Cl.C(C)N=C=NCCCN(C)C 3-(((ethylimino)methylene)amino)-N,N-dimethylpropan-1-amine hydrochloride